CP([O-])(=O)CCC.[Al+3].CP([O-])(=O)CCC.CP([O-])(=O)CCC aluminum methyl-n-propylphosphinate